1-(3,5-dichloro-2-hydroxymethylphenyl)-3-(3-methylsulphanylphenyl)urea ClC=1C(=C(C=C(C1)Cl)NC(=O)NC1=CC(=CC=C1)SC)CO